OC1CCN(CC1)C1=CC=C(CNC(OC(C)(C)C)=O)C=C1 Tert-butyl 4-(4-hydroxypiperidin-1-yl)benzylcarbamate